4-amino-imidazo[4,5-c]quinoline NC1=NC=2C=CC=CC2C2=C1N=CN2